N1(CCCC1)CCCC(=O)OC(CCCC)CCCC 5-((4-(pyrrolidin-1-yl)butyryl)oxy)nonane